C(N1C(N=C(N=C1C1=C(C=C(C=C1)OCC(C)(OCCCC)O)O)C1=C(C=C(C=C1)C)C)C1=C(C=C(C=C1)C)C)N1C(N=C(N=C1C1=C(C=C(C=C1)OCC(C)(O)OCCCC)O)C1=C(C=C(C=C1)C)C)C1=C(C=C(C=C1)C)C methylenebis-{2,4-bis(2,4-dimethylphenyl)-6-[2-hydroxy-4-(β-butyloxy-2-hydroxypropoxy)-phenyl]-s-triazine}